(R,Z)-N-(4-((4-(benzo[d]thiazol-5-yloxy)-2-methoxy-5-methylphenyl)amino)-7-methoxyquinazoline-6-yl)-2-fluoro-3-(1-methylpyrrolidin-2-yl)acrylamide S1C=NC2=C1C=CC(=C2)OC2=CC(=C(C=C2C)NC2=NC=NC1=CC(=C(C=C21)NC(/C(=C/[C@@H]2N(CCC2)C)/F)=O)OC)OC